C(CC)OC(C)OCCC1=CC=CC=C1 [2-(1-propoxyethoxy)ethyl]benzene